CNC1=CC=C(C=C1)C=1SC2=C(N1)C=CC(=C2)OCCOCCOCCOCCNC(OC(C)(C)C)=O tert-Butyl 2-(2-(2-(2-(2-(4-(methylamino)phenyl)benzo[d]thiazol-6-yloxy)ethoxy)ethoxy)ethoxy)ethylcarbamate